5-(2-bromophenyl)-1,2,4-oxadiazol-3-yl-1-cyclopentyl-1H-1,2,3-benzotriazole BrC1=C(C=CC=C1)C1=NC(=NO1)C1=CC=CC=2N(N=NC21)C2CCCC2